NN1CN=C(N=C1N(CC=C)CC=C)N 1,4-Diamino-6-diallylamino-1,3,5-triazine